2-(3,3-dimethylbutanoylamino)-4-[[3-fluoro-2-methoxy-propyl]-[4-(6-methyl-5,6,7,8-tetrahydro-1,8-naphthyridin-2-yl)butyl]amino]butanoic acid CC(CC(=O)NC(C(=O)O)CCN(CCCCC1=NC=2NCC(CC2C=C1)C)CC(CF)OC)(C)C